(2r,5r)-5-hydroxymethyl-2-methyl-piperazine-1-carboxylic acid tert-butyl ester C(C)(C)(C)OC(=O)N1[C@@H](CN[C@H](C1)CO)C